tert-Butyl 4-(4-((4-chloro-5-(trifluoromethyl)pyrimidin-2-yl)amino)-5-methoxy-2-methylphenyl)piperidine-1-carboxylate ClC1=NC(=NC=C1C(F)(F)F)NC1=CC(=C(C=C1OC)C1CCN(CC1)C(=O)OC(C)(C)C)C